8-Ethoxy-N-(6-methoxypyridin-2-yl)-2-(1-methyl-2-oxabicyclo[2.1.1]hexan-4-yl)imidazo[1,2-a]pyrazine-6-carboxamide C(C)OC=1C=2N(C=C(N1)C(=O)NC1=NC(=CC=C1)OC)C=C(N2)C21COC(C2)(C1)C